methyl 5-(5-bromo-3-nitropyridin-2-yl)-1-methyl-1H-pyrrole-2-carboxylate BrC=1C=C(C(=NC1)C1=CC=C(N1C)C(=O)OC)[N+](=O)[O-]